FC1=CC=C2CCC(C2=C1)=C 6-Fluoro-1-Methylidene-2,3-Dihydro-1H-Indene